BrC=1C=C(C=CC1OC)S(=O)(=O)N1CCCC1 1-(3-Bromo-4-methoxy-phenyl)sulfonyl-pyrrolidine